C(C1=CC=CC=C1)OC(=O)N1C[C@@H](N([C@@H](C1)C)CCCOC1=NC=C(C=C1)NC(=O)OC)C.ClC=1C(=C(C=C(C1)F)[C@@H]1COCC(N1)=O)CO (R)-5-(3-chloro-5-fluoro-2-(hydroxymethyl)phenyl)morpholin-3-one Benzyl-(3S,5R)-4-(3-((5-((methoxycarbonyl)amino)pyridin-2-yl)oxy)propyl)-3,5-dimethylpiperazine-1-carboxylate